O=C1N(CC2=CC(=CC=C12)O[C@@H]1[C@H](CCCC1)N1CC(C1)C1=NC=CC=N1)C1C(NC(CC1)=O)=O 3-(1-oxo-5-(((1S,2S)-2-(3-(pyrimidin-2-yl)azetidin-1-yl)cyclohexyl)oxy)isoindolin-2-yl)piperidine-2,6-dione